3-(dioleylmethoxy)-N,N-dimethylpropan-1-amine C(CCCCCCC\C=C/CCCCCCCC)C(OCCCN(C)C)CCCCCCCC\C=C/CCCCCCCC